urea nickel-chromium [Cr].[Ni].NC(=O)N